[O-2].[Cd+2].[Tl+].[Zn+2].[Pb+2] lead-zinc thallium cadmium oxide